N,N-dimethyl-3-aminopropane-1,2-diol CN(CC(CO)O)C